N-[4-(9H-carbazole-9-yl)phenyl]-N-[4-(4-dibenzofuranyl)phenyl]-[1,1':4',1''-terphenyl]-4-amine C1=CC=CC=2C3=CC=CC=C3N(C12)C1=CC=C(C=C1)N(C1=CC=C(C=C1)C1=CC=C(C=C1)C1=CC=CC=C1)C1=CC=C(C=C1)C1=CC=CC2=C1OC1=C2C=CC=C1